[Na+].C(C)(=O)P([O-])(=O)CC acetylethyl-phosphinic acid sodium salt